C[SiH](C)[Hf](C=1CC=2C=CC3=C(C2C1C[Si](C)(C)C)C=CC=C3)C3(C(=C(C(=C3)C)C)C)C dimethylsilyl(tetramethylcyclopentadienyl)(1-trimethylsilylmethylbenz[e]indenyl)hafnium